ClC=1C(=C(C=CC1F)[C@H]1[C@H](O[C@@](C1)(C(F)(F)F)C)C(=O)NC1=CC(=NC=C1)C(=O)N)OC 4-((2S,3S,5S)-3-(3-chloro-4-fluoro-2-methoxyphenyl)-5-methyl-5-(trifluoromethyl)tetrahydrofuran-2-carboxamido)picolinamide